(E)-3-(4-methoxyphenyl)acrylic acid-3-aminopropyl ester NCCCOC(\C=C\C1=CC=C(C=C1)OC)=O